tertbutyl (4-hydroxy-4-(7-morpholino-5-(3-(m-tolyl)-1H-pyrazol-1-yl)furo[3,2-b]pyridin-2-yl)but-2-yn-1-yl)(methyl)carbamate OC(C#CCN(C(OC(C)(C)C)=O)C)C1=CC2=NC(=CC(=C2O1)N1CCOCC1)N1N=C(C=C1)C=1C=C(C=CC1)C